C(C)(C)(C)N1N=C(C(=CC1=O)C1=C(C=CC(=C1)Cl)C(CF)=O)OC Tert-butyl-5-(5-chloro-2-(2-fluoroacetyl)phenyl)-6-methoxypyridazin-3(2H)-one